C(C)OC(CC1C[C@H]2CC[C@@H](C1)N2)=O 2-((1R,5S)-8-azabicyclo[3.2.1]oct-3-yl)acetic acid ethyl ester